CC=1C(=NC(=NC1)C(=O)[O-])N1CCN(CC1)C(=O)OC(C)(C)C methyl-[4-[(1,1-dimethylethoxy) carbonyl]-1-piperazinyl]-2-pyrimidinecarboxylate